N-(1-(5-(3-cyano-6-ethoxypyrazolo[1,5-a]pyridin-4-yl)pyridin-2-yl)-4-methylpiperidin-4-yl)-3-methylbutanamide C(#N)C=1C=NN2C1C(=CC(=C2)OCC)C=2C=CC(=NC2)N2CCC(CC2)(C)NC(CC(C)C)=O